(R)-2-(3-((tert-butoxycarbonyl)amino)pyrrolidin-1-yl)-5-cyano-3-(trifluoromethyl)benzoic acid C(C)(C)(C)OC(=O)N[C@H]1CN(CC1)C1=C(C(=O)O)C=C(C=C1C(F)(F)F)C#N